tert-butyl 3-[2-[(5-amino-2-methyl-phenyl)sulfonylamino]ethyl]benzoate NC=1C=CC(=C(C1)S(=O)(=O)NCCC=1C=C(C(=O)OC(C)(C)C)C=CC1)C